4-methoxy-N-methyltryptamine COC=1C=CC=C2NC=C(CCNC)C12